C1(CCCCC1)C1=C(C=CC=C1)OP(OC1=C(C=CC=C1)C1CCCCC1)OC1=C(C=CC=C1)C1CCCCC1 tri(2-Cyclohexylphenyl)phosphit